C(C)(=O)N[C@H]1C[C@H](CCC1)C(=O)NC1=NC=C(C(=C1)C1=CC2=C(N(N=C2C(=C1)F)C)C1CC1)Cl (1S,3R)-3-acetamido-N-(5-chloro-4-(3-cyclopropyl-7-fluoro-2-methyl-2H-indazol-5-yl)pyridin-2-yl)cyclohexane-1-carboxamide